BrC=1C=C(C=CC1)C1(OCC1(F)F)CN 1-[2-(3-bromophenyl)-3,3-difluorooxetan-2-yl]methanamine